NC\C(\C)=C\F (2E)-2-(aminomethyl)-3-fluoroprop-2-en